methyl 4-(4-ethyl-6-methyl-3-pyridyl)-7-fluoro-6-[1-(3-thiazol-2-ylpropanoyl)-3,6-dihydro-2H-pyridin-5-yl]-1H-indole-2-carboxylate C(C)C1=C(C=NC(=C1)C)C1=C2C=C(NC2=C(C(=C1)C1=CCCN(C1)C(CCC=1SC=CN1)=O)F)C(=O)OC